4-(phenylamino)-2-(pyridin-3-ylmethylamino)pyrimidine-5-carboxamide C1(=CC=CC=C1)NC1=NC(=NC=C1C(=O)N)NCC=1C=NC=CC1